CN(C(=O)C=1C=CC=2N(C1)C(=CN2)N2N=CC(=C2)C2=C(C=C(C(=C2)C(NC2CC2)=O)F)C)C 3-[4-(5-Cyclopropylcarbamoyl-4-fluoro-2-methyl-phenyl)-pyrazol-1-yl]-imidazo[1,2-a]pyridine-6-carboxylic acid dimethylamide